N=1C=CN2C1C=CC(=C2)NC(CCC)=O N-(imidazo[1,2-a]pyridin-6-yl)butanamide